2'-methoxybiphenyl-4-carbonyl chloride COC1=C(C=CC=C1)C1=CC=C(C=C1)C(=O)Cl